5-octanoyl-salicylic acid C(CCCCCCC)(=O)C1=CC=C(C(C(=O)O)=C1)O